FC(C(=O)O)(F)F.CC1=CC=CC(N1)=O 6-methylpyridin-2(1H)-one trifluoroacetate